Cl.N1CC(C1)C=1C(=NN(C1NC(=O)NCC(F)(F)F)C)C1CC(C1)(F)F 1-(4-(azetidin-3-yl)-3-(3,3-difluorocyclobutyl)-1-methyl-1H-pyrazol-5-yl)-3-(2,2,2-trifluoroethyl)urea hydrochloride